CN1N=CC(=C1)NC1=NC=CC(=N1)C1=CN(C=C1)C1(CNC1)CC#N 2-(3-(3-(2-((1-methyl-1H-pyrazol-4-yl)amino)pyrimidin-4-yl)-1H-pyrrol-1-yl)azetidin-3-yl)acetonitrile